(1R,3S)-3-[3-({[5-(trifluoromethyl)pyrazin-2-yl]acetyl}amino)-1H-pyrazol-5-yl]cyclopentyl[(3ξ)-3-methyltetrahydrofuran-3-yl]carbamate FC(C=1N=CC(=NC1)CC(=O)NC1=NNC(=C1)[C@@H]1C[C@@H](CC1)N(C([O-])=O)C1(COCC1)C)(F)F